CC1=C(OCC(=O)N[C@H]([C@H](C[C@H](CC2=CC=CC=C2)NC([C@H](CC2=CN=CS2)N2C(NCCC2)=O)=O)O)CC2=CC=CC=C2)C(=CC=C1)C (S)-N-((2S,4S,5S)-5-(2-(2,6-dimethylphenoxy)acetamido)-4-hydroxy-1,6-diphenylhexane-2-yl)-2-(2-oxotetrahydropyrimidin-1(2H)yl)-3-(thiazol-5-yl)propanamide